6-(2-amino-6-fluoro-5-(4-(1-isopropylpiperidin-4-yl)phenyl)pyridin-3-yl)-7-fluoro-3,4-dihydroisoquinolin-1(2H)-one NC1=NC(=C(C=C1C=1C=C2CCNC(C2=CC1F)=O)C1=CC=C(C=C1)C1CCN(CC1)C(C)C)F